BrC=1C=NC=C(C1C)OC1=NC=CC=C1F 3-bromo-5-[(3-fluoropyridin-2-yl)oxy]-4-methylpyridine